10-((2-(2,6-Dioxopiperidin-3-yl)-1,3-dioxoisoindolin-5-yl)amino)decanoic acid O=C1NC(CCC1N1C(C2=CC=C(C=C2C1=O)NCCCCCCCCCC(=O)O)=O)=O